phosphorus bis(4-chlorophenyl) oxide ClC1=CC=C(C=C1)OC1=CC=C(C=C1)Cl.[P]